C(C)N(CC)CC.C(C1=CC=CC=C1)S(=O)(=O)O toluenesulfonic acid-triethylamine salt